(7R,14R)-11-(2-(1-amino-3,3-dimethylcyclobutyl)pyrimidin-5-yl)-1-ethynyl-6-(methyl-d3)-6,7-dihydro-7,14-methanobenzo[f]benzo[4,5]imidazo[1,2-a][1,4]diazocin-5(14H)-one NC1(CC(C1)(C)C)C1=NC=C(C=N1)C1=CC2=C(N=C3N2[C@H]2C4=C(C(N([C@@H]3C2)C([2H])([2H])[2H])=O)C=CC=C4C#C)C=C1